CC=1C=C(C(=O)O)C=C(N1)C=1C=NN(C1OCOCC[Si](C)(C)C)C 2-methyl-6-(1-methyl-5-((2-(Trimethylsilyl)ethoxy)methoxy)-1H-pyrazol-4-yl)isonicotinic acid